diglycerin dilinoleate C(CCCCCCC\C=C/C\C=C/CCCCC)(=O)O.C(CCCCCCC\C=C/C\C=C/CCCCC)(=O)O.OCC(O)CO.OCC(O)CO